NCCC1CCN(CC1)C(=O)C1=C(C=C(NC=2C=3N(C=CN2)C(=CN3)C3=C(C(=C(OCC#N)C=C3)F)F)C=C1)C 2-[4-[8-[4-[4-(2-aminoethyl)piperidine-1-carbonyl]-3-methylanilino]imidazo[1,2-a]pyrazin-3-yl]-2,3-difluorophenoxy]acetonitrile